Tert-butyl N-[4-(hydroxymethyl)cyclohexyl]-N-methyl-carbamate OCC1CCC(CC1)N(C(OC(C)(C)C)=O)C